C(C1=CC=CC=C1)N(C(O)=O)C1=C(C=CC=C1)P(=O)(CC=C)CC=C.C(C1=CC=CC=C1)[C@H]1N(C(OC1)=O)C(CCC1CCC1)=O (R)-4-benzyl-3-(3-cyclobutylpropanoyl)oxazolidin-2-one benzyl-(2-(diallylphosphoryl)phenyl)carbamate